2-(4,8-dichloro-6-(2-chloro-5-fluoropyrimidin-4-yl)quinolin-3-yl)propan-2-ol tert-butyl-2-(3-fluoropyridin-2-yl)-4-(methoxymethyl)pyrazoline-1-carboxylate C(C)(C)(C)C=1N(N(CC1COC)C(=O)OC(C)(C)C=1C=NC2=C(C=C(C=C2C1Cl)C1=NC(=NC=C1F)Cl)Cl)C1=NC=CC=C1F